N1[C@H](CC1)COC=1C=NC=CC1C1=C(C=2C(NCCC2N1)=O)NC1=C(C(=CC=C1)F)OCC 2-{3-[(2R)-azetidin-2-ylmethoxy]pyridin-4-yl}-3-[(2-ethoxy-3-fluorophenyl)amino]-1H,5H,6H,7H-pyrrolo[3,2-c]pyridin-4-one